OC=1C=C(CNC(CSC=2OC3=C(N2)C=CC(=C3)C)=O)C=CC1O N-(3,4-dihydroxybenzyl)-2-((6-methylbenzo[d]oxazol-2-yl)thio)acetamide